4-bromo-1,1'-biphenyl-2,3',6-d3 BrC=1C=C(C(=C(C1)[2H])C1=CC(=CC=C1)[2H])[2H]